tert-butyl (2R,3R)-3-(4-bromophenyl)-2-methylmorpholine-4-carboxylate BrC1=CC=C(C=C1)[C@H]1N(CCO[C@@H]1C)C(=O)OC(C)(C)C